N1(N=CC=C1)C1=CC=C(C=C1)N(C(=O)C=1N=C(SC1)C#C)C(C(=O)NC(C)(C)C)C=1C2=C(SC1)C=CC=C2 N-(4-(1H-pyrazol-1-yl)phenyl)-N-(1-(benzo[b]thiophen-3-yl)-2-(tert-butylamino)-2-oxoethyl)-2-ethynyl-thiazole-4-carboxamide